(3-(4-(4-(4-(4'-chloro-5'-oxo-5'H-spiro[cyclohexane-1,7'-indolo[1,2-a]quinazolin]-10'-yl)piperidin-1-yl)butanoyl)piperazin-1-yl)-4-fluorophenyl)piperidine-2,6-dione ClC=1C=2C(N=C3N(C2C=CC1)C1=CC(=CC=C1C31CCCCC1)C1CCN(CC1)CCCC(=O)N1CCN(CC1)C=1C=C(C=CC1F)N1C(CCCC1=O)=O)=O